C1=NC=CC2=CC=CC(=C12)C=O ISOQUINOLINE-8-CARBALDEHYDE